4-Methoxy-5-(2,2,2-trifluoro-1-(methoxy-d3)ethyl)-1H-indazol-3-amine COC1=C2C(=NNC2=CC=C1C(C(F)(F)F)OC([2H])([2H])[2H])N